2-(2-Chloro-5-isopropyl-8-oxothieno[2',3':4,5]pyrrolo[1,2-d][1,2,4]triazin-7(8H)-yl)-N-(3-hydroxy-3-methylbutyl)acetamid ClC1=CC2=C(C=C3N2C(=NN(C3=O)CC(=O)NCCC(C)(C)O)C(C)C)S1